C(=O)O.NCCC(=O)NCCCNC(C1=C(C=C(C=C1)NC=1C=2N(C=CN1)C(=CN2)C=2C(=NN(C2)CC(F)F)C(F)(F)F)CC)=O N-(3-(3-aminopropanamido)propyl)-4-((3-(1-(2,2-difluoroethyl)-3-(trifluoromethyl)-1H-pyrazol-4-yl)imidazo[1,2-a]pyrazin-8-yl)amino)-2-ethylbenzamide formate